O=C(CC(CC1=C(C=C(C(=C1)F)F)F)=O)N1CC=2N(CC1)C(=NN2)C(F)(F)F (2Z)-4-oxo-4-[3-(trifluoromethyl)-5,6-dihydro[1,2,4]triazolo[4,3-a]pyrazin-7(8H)-yl]-1-(2,4,5-trifluorophenyl)butan-2-one